2-(1-(4-bromobenzyl)piperidin-4-yl)ethan-1-ol BrC1=CC=C(CN2CCC(CC2)CCO)C=C1